7-Bromo-4-hydroxycoumarin BrC1=CC=C2C(=CC(OC2=C1)=O)O